1-(4-chlorobenzyl)-6-(3,5-dimethylisoxazol-4-yl)-1H-indazol-4-amine ClC1=CC=C(CN2N=CC=3C(=CC(=CC23)C=2C(=NOC2C)C)N)C=C1